Cl[C@@H](C=O)[C@@H](O)[C@@H](O)[C@H](O)CO 2-chloro-2-deoxygalactose